COC=1C=C(NC=2C(=NC(=C(N2)NC)C=2C3=C(C=NC2)N(C=N3)C)C(=O)N)C=CC1N1CCOCC1 3-(3-Methoxy-4-morpholino-anilino)-5-(methylamino)-6-(3-methylimidazo[4,5-c]pyridin-7-yl)pyrazin-2-carboxamid